NC1=NN2C(N=CC=C2)=C1C(=O)NC(C)C=1C=C(C2=CN(N=C2C1C1=CC=CC=C1)CCN)Cl 2-amino-N-(1-(2-(2-aminoethyl)-4-chloro-7-phenyl-2H-indazol-6-yl)ethyl)pyrazolo[1,5-a]pyrimidine-3-carboxamide